FC=1C=CC(=NC1)[C@@H](C)OC=1C=2N(C=C(C1)C=1C=NN(C1C)[C@H]1C[C@@H](CCC1)O)N=CC2C#N 4-((R)-1-(5-fluoropyridin-2-yl)ethoxy)-6-(1-((1R,3R)-3-hydroxycyclohexyl)-5-methyl-1H-pyrazol-4-yl)pyrazolo[1,5-a]pyridine-3-carbonitrile